N-(1'-(6-(1-(azetidin-3-yl)-1H-pyrazol-4-yl)-4-methylpyridin-2-yl)-1',2'-dihydrospiro[cyclopropane-1,3'-pyrrolo[3,2-c]pyridin]-6'-yl)acetamide N1CC(C1)N1N=CC(=C1)C1=CC(=CC(=N1)N1CC2(C=3C=NC(=CC31)NC(C)=O)CC2)C